2-(4-fluorophenyl)-2-((phenylseleno)methyl)-2,3-dihydrobenzofuran FC1=CC=C(C=C1)C1(OC2=C(C1)C=CC=C2)C[Se]C2=CC=CC=C2